(1aR,5aR)-2-(2,4-Difluoro-phenyl)-1a,2,5,5a-tetrahydro-1H-2,3-diaza-cyclopropa[a]pentalene-4-carboxylic acid (3-methyl-pyridin-4-yl)-amide CC=1C=NC=CC1NC(=O)C=1C=2C[C@@H]3[C@H](C2N(N1)C1=C(C=C(C=C1)F)F)C3